N-[2-methyl-3-[2-methyl-3-(5-methyl-6,7-dihydro-4H-thiazolo[4,5-c]pyridin-2-yl)phenyl]phenyl]-4-oxo-6,7-dihydro-5H-pyrazolo[1,5-a]pyridine-2-carboxamide CC1=C(C=CC=C1C1=C(C(=CC=C1)C=1SC2=C(CN(CC2)C)N1)C)NC(=O)C1=NN2C(C(CCC2)=O)=C1